CC(CC=CC(=O)O)(CCC)C 5,5-dimethyl-2-octenoic acid